imino(methyl)(piperidin-3-ylmethyl)-λ6-sulfane N=[SH2](CC1CNCCC1)C